N1=C(C=CC2=CC=CC=C12)C1=NN=C(S1)N (2-quinolinyl)-1,3,4-thiadiazole-2-amine